NCC1=CC=C(C=C1)COC1=C(C(=NN1C(=O)C=1N=CSC1)C1C(C(N(CC1)C(=O)N(C)C)=O)C(F)(F)F)C#N 4-(5-{[4-(Aminomethyl)phenyl]methoxy}-4-cyano-1-(1,3-thiazol-4-carbonyl)-1H-pyrazol-3-yl)-N,N-dimethyl-2-oxo-3-(trifluoromethyl)piperidin-1-carboxamid